3-amino-N-((3-(2-amino-2-oxoethoxy)pyridin-2-yl)methyl)-5-(4-fluorophenyl)-6-(3-methyl-3H-benzo[d]imidazol-5-yl)pyrazine-2-carboxamide NC=1C(=NC(=C(N1)C1=CC=C(C=C1)F)C1=CC2=C(N=CN2C)C=C1)C(=O)NCC1=NC=CC=C1OCC(=O)N